((2S)-1-((3S)-3-(((S)-1-amino-1-oxo-3-((S)-2-oxopyrrolidin-3-yl)propan-2-yl)carbamoyl)-6-oxa-2-azaspiro[4.5]decan-2-yl)-3,3-dimethyl-1-oxobutan-2-yl)carbamic acid tert-butyl ester C(C)(C)(C)OC(N[C@H](C(=O)N1CC2(C[C@H]1C(N[C@H](C(=O)N)C[C@H]1C(NCC1)=O)=O)OCCCC2)C(C)(C)C)=O